OC(CC(=O)O)C=C 3-HYDROXYPENT-4-ENOIC ACID